ClC1=NC2=CC(=C(C=C2C(=N1)Cl)F)OC 2,4-dichloro-6-fluoro-7-methoxyquinazoline